C(C)OC(=O)O[C@H]1C[C@H]2[C@H]([C@H]([C@H]3[C@@H]4CC[C@H]([C@@H](CCC(=O)OC)C)[C@]4(C[C@@H]([C@@H]3[C@]2(CC1)C)O)C)O)CC Methyl 3α-(ethoxycarbonyl)oxy-6α-ethyl-7α,11β-dihydroxy-5β-cholan-24-oate